C(CCCCCCC)C(CCCCCCCC)OC(CCCCCCCOC(=O)[C@H]1N(CC(C1)OC(CCN)=O)CCCCCC(OCCCCCCCCCCC)=O)=O (2S)-4-(3-aminopropionoyloxy)-1-(6-oxo-6-undecyloxy-hexyl)pyrrolidine-2-carboxylic acid [8-(1-octylnonyloxy)-8-oxo-octyl] ester